tert-butyl (3S,5S)-3-azido-5-hydroxypiperidine-1-carboxylate N(=[N+]=[N-])[C@@H]1CN(C[C@H](C1)O)C(=O)OC(C)(C)C